ClC=1C=CC(=C(C(=O)NC2=C(C=C(C=C2)[N+](=O)[O-])Cl)C1)O 5-chloro-N-(2-chloro-4-nitro-phenyl)-2-hydroxy-benzamide